7-amino-2-naphthalenesulfonate sodium [Na+].NC1=CC=C2C=CC(=CC2=C1)S(=O)(=O)[O-]